7-fluoro-2-(3-pyridinyl)-2H-indazole-4-carboxamide FC1=CC=C(C2=CN(N=C12)C=1C=NC=CC1)C(=O)N